2-(18-(tert-butoxy)-18-oxooctadecanoylamino)butanoic acid C(C)(C)(C)OC(CCCCCCCCCCCCCCCCC(=O)NC(C(=O)O)CC)=O